2-((6-methylpyridazin-3-yl)oxy)ethan-1-amine CC1=CC=C(N=N1)OCCN